[Cl-].C1(=CC=CC=C1)P(C1=CC=CC=C1)C1=CC=CC=C1.[Pd+2].[Cl-] palladium (triphenylphosphine) chloride